OC[C@H](C1=CC=CC=C1)NC1=CC(=NC=C1C=1OC(=NN1)C1=NC=CC=C1)NC=1N=CC2=C(N1)C(NC2=O)(C)C (S)-2-((4-((2-hydroxy-1-phenylethyl)amino)-5-(5-(pyridin-2-yl)-1,3,4-oxadiazol-2-yl)pyridin-2-yl)amino)-7,7-dimethyl-6,7-dihydro-5H-pyrrolo[3,4-d]pyrimidin-5-one